FC1=C(C(=CC=C1)F)N1N=CC(=C1C(F)(F)F)C(=O)NC1=CC(=C(C=C1)OC1=C2C(=NC=C1)NC(N2C(C)C)=O)F 1-(2,6-difluorophenyl)-N-(3-fluoro-4-((1-isopropyl-2-oxo-2,3-dihydro-1H-imidazo[4,5-b]pyridin-7-yl)oxy)phenyl)-5-(trifluoromethyl)-1H-pyrazole-4-carboxamide